C(C1=CC=CC=C1)(=O)C=1N=C2N(C=C(C(=C2)Cl)C#N)C1CC 2-benzoyl-7-chloro-3-ethylimidazo[1,2-a]pyridine-6-carbonitrile